1-(3-methoxybenzyl)-6-oxo-1,6-dihydropyrimidine-4-carboxamide COC=1C=C(CN2C=NC(=CC2=O)C(=O)N)C=CC1